FC1=CC=C(C=C1)[N+]1=COC2=C1C=CC=C2 N-(p-fluorophenyl)benzoxazolium